FC1=NN(C(=C1)F)C(=O)C1N(CC2C1CCC2)C(=O)N (3,5-difluoro-pyrazole-1-carbonyl)hexahydrocyclopenta[c]pyrrole-2(1H)-carboxamide